6-(2-hydroxy-6-methylhept-5-en-2-yl)-3-methylcyclohex-2-en-1-ol OC(C)(CCC=C(C)C)C1CCC(=CC1O)C